3-((tert-butyldiphenylsilyl)oxy)cyclopentane-1-carboxylate [Si](C1=CC=CC=C1)(C1=CC=CC=C1)(C(C)(C)C)OC1CC(CC1)C(=O)[O-]